5-bromo-1,2-difluoro-3-(methoxymethoxy)benzene [(2R)-pyrrolidin-2-yl]methyl-4-[6-[5-(6-methyl-2-pyridyl)-1H-imidazol-4-yl]-3-quinolyl]thiophene-2-carboxylate N1[C@H](CCC1)COC(=O)C=1SC=C(C1)C=1C=NC2=CC=C(C=C2C1)C=1N=CNC1C1=NC(=CC=C1)C.BrC=1C=C(C(=C(C1)F)F)OCOC